3-(3,5-Di-Tert-Butyl-4-Hydroxy-Phenyl)-Acrylonitrile C(C)(C)(C)C=1C=C(C=C(C1O)C(C)(C)C)C=CC#N